OC1=CC=C(C=C1)S(=O)(=O)O.N1=CC=CC=C1 pyridine para-hydroxy-benzenesulfonate